(R)-4-o-methylphenyl-2-oxazolidinone CC1=C(C=CC=C1)[C@H]1NC(OC1)=O